C1(CC1)N(C1=CC=C(N=N1)C=1C=C2C(N(C=NC2=CC1O)C)=O)C1C([C@@H]2CC[C@H](C1)N2)F 6-(6-(cyclopropyl((1S,5R)-2-fluoro-8-azabicyclo[3.2.1]octan-3-yl)amino)pyridazin-3-yl)-7-hydroxy-3-methylquinazolin-4(3H)-one